2-{4-[(2R)-2-hydroxypropoxy]phenyl}-6-methyl-3-oxo-N-{[2-(pyrimidin-4-yl)phenyl]methyl}-5H,6H,7H,8H-imidazo[1,5-a]pyrazine-1-carboxamide trifluoroacetic acid salt FC(C(=O)O)(F)F.O[C@@H](COC1=CC=C(C=C1)N1C(N2C(CNC(C2)C)=C1C(=O)NCC1=C(C=CC=C1)C1=NC=NC=C1)=O)C